rac-benzyl (1R,2S,4R,6R)-2-(4-bromophenyl)-6-((2-fluoro-4-(trifluoromethyl)phenyl)carbamoyl)-4-(methoxy-d3)cyclohexane-1-carboxylate BrC1=CC=C(C=C1)[C@@H]1[C@H]([C@@H](C[C@@H](C1)OC([2H])([2H])[2H])C(NC1=C(C=C(C=C1)C(F)(F)F)F)=O)C(=O)OCC1=CC=CC=C1 |r|